3-bromo-4-bromomethylphenyl ether BrC=1C=C(C=CC1CBr)OC1=CC(=C(C=C1)CBr)Br